N'-(7-BROMO-5-METHOXYCINNOLIN-4-YL)-4-METHYLBENZENESULFONOHYDRAZIDE BrC1=CC(=C2C(=CN=NC2=C1)NNS(=O)(=O)C1=CC=C(C=C1)C)OC